ClC1=C(OCC2=NN(C=C2)CC2CCN(CC2)CC2=NC3=C(N2C[C@H]2OCC2)C=C(C=C3)C(=O)OC)C=CC(=C1)Cl Methyl (S)-2-((4-((3-((2,4-Dichlorophenoxy)methyl)-1H-pyrazol-1-yl)methyl)piperidin-1-yl)methyl)-1-(oxetan-2-ylmethyl)-1H-benzo[d]imidazole-6-carboxylate